(Z)-5-(2-(1-methyl-1H-imidazol-5-yl)ethyl)furan-2-carbaldehyde oxime hydrochloride Cl.CN1C=NC=C1CCC1=CC=C(O1)\C=N/O